4-(5-(azetidin-1-yl)-1-(oxetan-3-yl)-1H-benzo[d]imidazol-2-yl)-6-methoxy-3-methylbenzene-1,2-diol N1(CCC1)C1=CC2=C(N(C(=N2)C=2C(=C(C(=C(C2)OC)O)O)C)C2COC2)C=C1